CC1(CCC(CC1)(O)\C=C/C)C (Z)-4,4-dimethyl-1-(prop-1-en-1-yl)cyclohexan-1-ol